FC=1C=C(C=C2CCC(C12)=O)O 7-Fluoro-5-hydroxy-indan-1-one